(Sa)-6-(4-Chloro-1-((S)-1-(3'-methoxy-[1,1'-biphenyl]-4-yl)ethyl)-1H-indazol-7-carboxamido)spiro[3.3]heptan ClC1=C2C=NN(C2=C(C=C1)C(=O)NC1CC2(CCC2)C1)[C@@H](C)C1=CC=C(C=C1)C1=CC(=CC=C1)OC